C1(CC1)C1=NC2=CC=C(C=C2C(=N1)N1CCC(CC1)C1=C(C=CC=C1)OC)CN(CCC)C {2-cyclopropyl-4-[4-(2-methoxy-phenyl)-piperidin-1-yl]-quinazolin-6-ylmethyl}-methyl-propyl-amine